C(CCCCC)C(C(=O)OCCCCCC(CCCCCSCC(CCCCCC)OC(CCCCC(C)C)=O)NCCCCO[Si](C1=CC=CC=C1)(C1=CC=CC=C1)C(C)(C)C)CCCCCCCC 6-((4-((tert-butyldiphenylsilyl)oxy)-butyl)-amino)-11-((2-((6-methylheptanoyl)oxy)octyl)-thio)undecyl 2-hexyldecanoate